Natrium nonanoat C(CCCCCCCC)(=O)[O-].[Na+]